2-(2,6-dioxopiperidin-3-yl)-4-((4-(piperazin-1-yl)piperidin-1-yl)methyl)isoindoline-1,3-dione O=C1NC(CCC1N1C(C2=CC=CC(=C2C1=O)CN1CCC(CC1)N1CCNCC1)=O)=O